C(C)C1=CC2=C(C=NC=N2)C=C1 7-ethylbenzopyrimidine